Tert-butyl (R)-3-((R)-3-(3-(2-aminoethoxy)phenyl)-1-(tert-butoxy)-1-oxopropan-2-yl)pyrrolidine-1-carboxylate NCCOC=1C=C(C=CC1)C[C@@H](C(=O)OC(C)(C)C)[C@@H]1CN(CC1)C(=O)OC(C)(C)C